1,2-decylene oxide C1C(CCCCCCCC)O1